COC=1C=C2C(=NC=NC2=CC1)N1CCC(CC1)C(CNS(=O)(=O)N)C N-(2-(1-(6-methoxyquinazolin-4-yl)piperidin-4-yl)propyl)sulfamide